8-(dimethylamino)-8-(1-methyl-1H-benzo[d]imidazol-2-yl)-1,3-diazaspiro[4.5]decan-2-one CN(C1(CCC2(CNC(N2)=O)CC1)C1=NC2=C(N1C)C=CC=C2)C